NCC[C@H]1C(N(C2=C(O1)C=C(C(=C2)Cl)C2=CC(=CC1=CC=CC=C21)OC(C(C)(C)C)=O)CC2CN(C2)C(=O)OC(C)(C)C)=O tert-butyl (S)-3-((2-(2-aminoethyl)-6-chloro-3-oxo-7-(3-(pivaloyloxy)naphthalen-1-yl)-2,3-dihydro-4H-benzo[b][1,4]oxazin-4-yl)methyl)azetidine-1-carboxylate